(S)-3-(4-(2-fluorophenyl)-2-(2,6-diazaspiro[3.4]octan-6-yl)-7H-pyrrolo[2,3-d]pyrimidin-7-yl)-N,5-dimethylhexanamide hydrochloride Cl.FC1=C(C=CC=C1)C=1C2=C(N=C(N1)N1CC3(CNC3)CC1)N(C=C2)[C@H](CC(=O)NC)CC(C)C